COC=1C(=C(OC2=CC=C(C=C2)C2=NN(C3=C2C=NC=C3)[C@H]3CN(CC3)C(C=C)=O)C=CC1)C (R)-1-(3-(3-(4-(3-methoxy-2-methylphenoxy)phenyl)-1H-pyrazolo[4,3-c]pyridin-1-yl)pyrrolidin-1-yl)prop-2-en-1-one